4-(4,4-Difluoropiperidin-1-yl)-N-(3-phenylpropyl)-1H-benzo[d]imidazole-1-carboxamide FC1(CCN(CC1)C1=CC=CC=2N(C=NC21)C(=O)NCCCC2=CC=CC=C2)F